FC(CN1N=C(C(=C1)C)N)F 1-(2,2-difluoroethyl)-4-methyl-1H-pyrazol-3-amine